N-(2,2,2-trichloroethoxycarbonyloxy)succinimide ClC(COC(=O)ON1C(CCC1=O)=O)(Cl)Cl